COC1=CC=C(\C=C/2\C(C3=CC=CC(=C3C2)OC)=O)C=C1 (E)-2-(4-methoxybenzylidene)-4-methoxy-2,3-dihydro-1H-inden-1-one